C1(CCCCC1)C[N@@+](CCOC(\C=C\C1=CC=C(C=C1)F)=O)(CCO)[O-] (S,E)-N-(Cyclohexylmethyl)-2-((3-(4-fluorophenyl)acryloyl)oxy)-N-(2-hydroxyethyl)ethan-1-amine oxide